4-(benzyloxy)-7-isopropyl-11-oxo-2,6,7,11,12,12a-hexahydro-1H-furo[2,3-H]pyrido[2,1-a]isoquinoline-10-carboxylic acid C(C1=CC=CC=C1)OC1=CC=2CC(N3C(C2C2=C1OCC2)CC(C(=C3)C(=O)O)=O)C(C)C